perfluoro hexyl-sulfonate C(CCCCC)S(=O)(=O)OF